tertbutyl 3-(6-(5-aminopyrazolo[1,5-a]pyridin-3-yl)pyridin-2-yl)piperidine-1-carboxylate NC1=CC=2N(C=C1)N=CC2C2=CC=CC(=N2)C2CN(CCC2)C(=O)OC(C)(C)C